SCC1=CC=C(C=C1)C1=CC=C(C=C1)CS bis(mercapto-methyl)biphenyl